((2-fluoropyridin-3-yl)oxy)-1H-1,2,3-triazole-4-carboxylic acid FC1=NC=CC=C1ON1N=NC(=C1)C(=O)O